5-isocyanatopentyl 2-methylacrylate CC(C(=O)OCCCCCN=C=O)=C